C(=O)(OC(C)(C)C)NN1CCC1 N-Bocaminoazetidine